2-[(Oxan-4-yl)methyl]-8-(trifluoromethyl)-4,5-dihydro-2H-furo[2,3-g]indazol O1CCC(CC1)CN1N=C2C3=C(CCC2=C1)OC=C3C(F)(F)F